(S)-5,5'-bis(diphenylphosphino)-4,4'-bi-1,3-benzodioxole C1OC2=C(O1)C(=C(C=C2)P(C3=CC=CC=C3)C4=CC=CC=C4)C5=C(C=CC6=C5OCO6)P(C7=CC=CC=C7)C8=CC=CC=C8